valine-13C N[13C@@H](C(C)C)C(=O)O